The molecule is a zwitterion arising from transfer of a proton from the carboxy to the amino group of L-homocarnosine; major species at pH 7.3. It is a N-acyl-L-alpha-amino acid anion and a dipeptide zwitterion. It is a tautomer of a L-homocarnosine. C1=C(NC=N1)C[C@@H](C(=O)[O-])NC(=O)CCC[NH3+]